FC(CC(F)(F)OC(CC(C(F)(F)F)(F)F)(F)F)(C(F)(F)F)F 2,2,3,3,3-Pentafluoropropyldifluoromethylether